4-isopropyl-5-(8-methyl-[1,2,4]triazolo[1,5-a]pyridin-6-yl)-N-((1r,4r)-4-(((tetrahydro-2H-pyran-4-yl)methyl)amino)cyclohexyl)-1H-pyrazole-3-carboxamide C(C)(C)C=1C(=NNC1C=1C=C(C=2N(C1)N=CN2)C)C(=O)NC2CCC(CC2)NCC2CCOCC2